NC1=NC(=C2N=CN(C2=N1)[C@@H]1O[C@]([C@H](C1)O)(C=C)CO)O 2-amino-9-((2R,4S,5R)-4-hydroxy-5-(hydroxymethyl)-5-vinyltetrahydrofuran-2-yl)-9H-purin-6-ol